tert-Butyl 4-(((6-(ethyl(4-(trifluoromethyl)benzyl)amino)-5-fluoropyrimidin-4-yl)amino)methyl)-3,4-dihydroxypiperidine-1-carboxylate C(C)N(C1=C(C(=NC=N1)NCC1(C(CN(CC1)C(=O)OC(C)(C)C)O)O)F)CC1=CC=C(C=C1)C(F)(F)F